COC(=O)[C@@H]1O[C@]([C@H]([C@H]1C1=C(C(=C(C=C1)OC(F)F)F)OC)C)(C(F)(F)F)C (2R,3S,4S,5R)-3-(4-(difluoromethoxy)-3-fluoro-2-methoxyphenyl)-4,5-dimethyl-5-(trifluoromethyl)tetrahydrofuran-2-carboxylic acid methyl ester